O=C(CN(CC(=O)NCCCCCC(=O)O)CC(NCCO[C@H]1[C@@H](O)[C@H](O)[C@H](O)[C@@H](O1)C)=O)NCCOC1[C@@H]([C@@H](O)[C@H](O)[C@H](O1)CO)NC(CCCCCCCCCCCCCCC)=O 6-(2-{[2-oxo-2-({2-[(2-deoxy-2-palmitamido-D-glucopyranosyl)oxy]ethyl}amino)ethyl][2-oxo-2-({2-[(α-L-fucopyranosyl)oxy]ethyl}amino)ethyl]amino}acetamido)hexanoic acid